4,5,6,7-tetrahydro-1,3-isobenzofurandione C1(OC(C=2CCCCC12)=O)=O